2-((2r,6r)-2,6-dimethylmorpholino)ethylamine C[C@H]1O[C@@H](CN(C1)CCN)C